The molecule is trianion of drimenol diphosphate; major species at pH 7.3. It is a member of octahydronaphthalenes, a sesquiterpenoid and an organophosphate oxoanion. It derives from a drimenol. CC1=CC[C@@H]2[C@@]([C@H]1COP(=O)([O-])OP(=O)([O-])[O-])(CCCC2(C)C)C